[Si](C)(C)(C(C)(C)C)OCC1=CC=C(C(=O)NC2(CC2)CO)C=C1 4-(((tert-Butyldimethylsilyl)oxy)methyl)-N-(1-(hydroxymethyl)cyclopropyl)benzamide